N-(2,2-difluoroethyl)-6-(2-(isobutylamino)-7H-pyrrolo[2,3-d]pyrimidin-5-yl)imidazo[1,2-a]pyridine-3-carboxamide FC(CNC(=O)C1=CN=C2N1C=C(C=C2)C2=CNC=1N=C(N=CC12)NCC(C)C)F